2-vinyl-1H-pyrrole C(=C)C=1NC=CC1